4-Bromo-2-methylphenyl 2,3,4,6-tetra-O-acetyl-α-D-mannopyranoside C(C)(=O)O[C@@H]1[C@@H](OC2=C(C=C(C=C2)Br)C)O[C@@H]([C@H]([C@@H]1OC(C)=O)OC(C)=O)COC(C)=O